Cl.N1C[C@@H](CC1)OCCCO 3-[(3R)-pyrrolidin-3-yloxy]propan-1-ol hydrochloride